C(C(=C)C)(=O)NCCC(=O)N1C(SCC1)=S 3-(3-methacrylamido-propanoyl)thiazolidine-2-thione